2-[5-({3-[1-(1-cyanoethyl)-4-[(1-methylpiperidin-4-yl)amino]-1H-indol-2-yl]prop-2-yn-1-yl}amino)pyridin-2-yl]-2-methylpropanenitrile C(#N)C(C)N1C(=CC2=C(C=CC=C12)NC1CCN(CC1)C)C#CCNC=1C=CC(=NC1)C(C#N)(C)C